C1(CC1)C1=NN(C=C1C1=CC=2C(C=N1)=CN(N2)C2CC(C2)O)[C@@H]2C[C@H](C2)CNC=2C=C1C(N(C(C1=CC2)=O)C2C(NC(CC2)=O)=O)=O 5-(((Trans-3-(3-cyclopropyl-4-(2-(3-hydroxycyclobutyl)-2H-pyrazolo[4,3-c]pyridin-6-yl)-1H-pyrazol-1-yl)cyclobutyl)methyl)amino)-2-(2,6-dioxopiperidin-3-yl)isoindoline-1,3-dione